N-(2-((2-(dimethylamino)ethyl)(methyl)amino)-4-methoxy-5-((6-(3-(3-(thiazol-2-yl)phenyl)isoxazolidin-2-yl)pyrimidin-4-yl)amino)phenyl)acrylamide CN(CCN(C1=C(C=C(C(=C1)OC)NC1=NC=NC(=C1)N1OCCC1C1=CC(=CC=C1)C=1SC=CN1)NC(C=C)=O)C)C